N-(1-(1-((3-azaspiro[5.5]undec-9-yl)methyl)piperidin-4-yl)-3-(difluoromethyl)-1H-pyrazol-4-yl)-5-((1R,4R)-2-oxo-5-azabicyclo[2.2.1]heptane-5-yl)pyrazolo[1,5-a]pyrimidine C1CNCCC12CCC(CC2)CN2CCC(CC2)N2N=C(C(=C2)N2CC=C1N2C=CC(=N1)N1[C@H]2CC([C@@H](C1)C2)=O)C(F)F